FC(S(=O)(=O)N)(F)F.FC(S(=O)(=O)N)(F)F.C(C)N1CN(C=C1)C 1-ethyl-3-methylimidazole bistrifluoromethane-sulfonamide salt